C(C)(C)(C)OC(=O)N=S(=O)(C=1C=NC=C(C1)C(C)C)C1=CC=C(C(=O)OC)C=C1 methyl 4-[N-tert-butoxycarbonyl-S-(5-isopropyl-3-pyridyl)sulfonimidoyl]benzoate